N-(3-(dimethylamino)propyl)-3-((2S)-3-(8-(2-fluoro-5-methylphenylsulfonyl)-1-oxa-8-azaspiro[4.5]decan-3-ylamino)-2-hydroxypropoxy)benzenesulfonamide CN(CCCNS(=O)(=O)C1=CC(=CC=C1)OC[C@H](CNC1COC2(C1)CCN(CC2)S(=O)(=O)C2=C(C=CC(=C2)C)F)O)C